C(C)(C)(C)OC(=O)N(C1=CC(=NC=2N1N=CC2C2CC2)NC[C@@H]2[C@H](CN(CC2)C(=O)OC(C)(C)C)O)CC2=CC=C(C=C2)C=2SC=CN2 tert-butyl (3R,4R)-4-(((7-((tert-butoxycarbonyl) (4-(thiazol-2-yl) benzyl) amino)-3-cyclopropylpyrazolo[1,5-a]pyrimidin-5-yl) amino) methyl)-3-hydroxypiperidine-1-carboxylate